(3-(methylthio)phenyl)-N-propyl-2-(4-(trifluoromethyl)phenyl)oxazole-4-carboxamide CSC=1C=C(C=CC1)C1=C(N=C(O1)C1=CC=C(C=C1)C(F)(F)F)C(=O)NCCC